C1(CCCCC1)COC1=C(C=O)C(=CC(=C1C)OS(=O)(=O)C1=CC=C(C)C=C1)OS(=O)(=O)C1=CC=C(C)C=C1 2-(Cyclohexylmethoxy)-3-methyl-4,6-bis(tosyloxy)benzaldehyde